F[C@H]1CN(CC[C@H]1NC1=C2C=C(N(C2=CC=C1)CC(F)(F)F)C1=NOC(=N1)CNC(=O)C1=CN(C=C1)C1CC(C1)OC)C N-{[3-(4-{[(3S,4R)-3-fluoro-1-methylpiperidin-4-yl]amino}-1-(2,2,2-trifluoroethyl)-1H-indol-2-yl)-1,2,4-oxadiazol-5-yl]methyl}-1-[(1r,3r)-3-methoxycyclobutyl]-1H-pyrrole-3-carboxamide